O=C1NC(CCC1C1=COC2=C1C=C(C=C2)C#CCNC(C2=NC=C(C=C2)C=2N=CC1=C(C=CC=C1C2)C2=CC1=C(C(=N2)N2CCOCC2)N(C(N1CC)=O)C)=O)=O N-(3-(3-(2,6-dioxo-piperidin-3-yl)benzofuran-5-yl)prop-2-yn-1-yl)-5-(8-(1-ethyl-3-methyl-4-morpholino-2-oxo-2,3-dihydro-1H-imidazo[4,5-c]pyridin-6-yl)isoquinolin-3-yl)picolinamide